N-tert-octyl-3,5-bis-(pivaloylamino)-benzamide C(C)(C)(CC(C)(C)C)NC(C1=CC(=CC(=C1)NC(C(C)(C)C)=O)NC(C(C)(C)C)=O)=O